FC=1C=C(C=CC1)S(=O)(=O)C12C(CCC=3C=C(N=CC13)C(C(F)(F)F)(C(F)(F)F)F)N(CC2)C(=O)N2N(C(CC2)=O)CC(C)(C)O 1-(9a-((3-fluorophenyl)sulfonyl)-3-(perfluoropropan-2-yl)-6,6a,7,8,9,9a-hexahydro-5H-pyrrolo[2,3-H]isoquinoline-7-carbonyl)-2-(2-hydroxy-2-methylpropyl)pyrazolidin-3-one